6-(Difluoromethyl)-3-(4-(octahydro-1H-cyclopenta[b]pyridin-1-yl)pyrimidin-2-yl)imidazo[1,2-a]pyrazine FC(C=1N=CC=2N(C1)C(=CN2)C2=NC=CC(=N2)N2C1C(CCC2)CCC1)F